O=C1NC2=CC(=CC=C2C(N1)=O)CN1CCN(CC1)C=1C=CC(=NC1)C(=O)NC 5-(4-((2,4-dioxo-1,2,3,4-tetrahydroquinazolin-7-yl)methyl)piperazin-1-yl)-N-methylpicolinamide